C1(=CC=CC=C1)[C@@]1([C@@](O[C@@H]([C@H]1O)CO)(N1C=NC=2C(N)=NC=NC12)C(C)C)O R-phenylisopropyladenosine